4-tertiary butyl-cyclohexyl acrylate C(C=C)(=O)OC1CCC(CC1)C(C)(C)C